(R)-N-((S)-6-ethyl-3,4-dihydro-2H-pyrano[2,3-b]pyridin-4-yl)-2-methylpropane-2-sulfinamide C(C)C=1C=C2C(=NC1)OCC[C@@H]2N[S@](=O)C(C)(C)C